CN1C(=NC=C1)C1=CC=C(C=C1)[C@H](C)N (1S)-1-[4-(1-methylimidazol-2-yl)phenyl]ethylamine